5-(difluoromethoxy)-3-methyl-2-(4,4,5,5-tetramethyl-1,3,2-dioxaborolan-2-yl)phenol FC(OC=1C=C(C(=C(C1)O)B1OC(C(O1)(C)C)(C)C)C)F